38-oxo-2,5,8,11,14,17,20,23,26,29,32,35-dodecaoxo-39-azadotetracontane-42-Oic acid O=C(CCC(CCC(CCC(CCC(CCC(CCC(CCC(CCC(CCC(CCC(CCC(CCC(C)=O)=O)=O)=O)=O)=O)=O)=O)=O)=O)=O)=O)NCCC(=O)O